N1(CCCCC1)CCCN Piperidinpropylamin